tert-butyl N-[5-[1-(2,6-dioxo-3-piperidyl)-3-methyl-2-oxo-benzimidazol-5-yl] pentyl]-N-methyl-carbamate O=C1NC(CCC1N1C(N(C2=C1C=CC(=C2)CCCCCN(C(OC(C)(C)C)=O)C)C)=O)=O